C1(CC1)S(=O)(=O)N1N=CC(=C1)C1=NC=CC(=N1)C1(NC=C(C(=C1)NCC1CCC(CC1)NC)C1=NN(C=C1)C(F)F)N 2-(2-(1-(Cyclopropylsulfonyl)-1H-pyrazol-4-yl)pyrimidin-4-yl)-5-(1-(difluoromethyl)-1H-pyrazol-3-yl)-N4-(((1r,4r)-4-(methylamino)cyclohexyl)methyl)pyridine-2,4-diamine